ClC(CNC(O[C@@H]1[C@@H]2[C@H](OC1)[C@@H](CO2)O[N+](=O)[O-])=O)=O (3S,3aR,6R,6aS)-6-(nitrooxy)hexahydrofuro[3,2-b]furan-3-yl (2-chloro-2-oxoethyl)carbamate